C(C)N1S(C2=C(C(C3=C1C=CC=C3)NCCCOC)C=CC=C2)(=O)=O 6-Ethyl-11-((3-methoxypropyl)amino)-6,11-dihydrodibenzo[c,f][1,2]thiazepine 5,5-dioxide